propane-1,2,2,3-tetraphosphonic acid C(C(CP(O)(=O)O)(P(O)(=O)O)P(O)(=O)O)P(O)(=O)O